[Cr](=O)(=O)([O-])[O-].[Na+].[Na+] [51Cr]-sodium chromate